1-(4-(8-((4-((1-(difluoromethyl)-1H-benzo[d]imidazol-5-yl)oxy)-2-fluoro-3-methylphenyl)amino)pyrimido[5,4-d]pyrimidin-2-yl)piperazin-1-yl)prop-2-en-1-one FC(N1C=NC2=C1C=CC(=C2)OC2=C(C(=C(C=C2)NC2=NC=NC1=C2N=C(N=C1)N1CCN(CC1)C(C=C)=O)F)C)F